FC=1C=C(C=CC1OC=1C=C2C=NN(C2=CC1C=1C=NN(C1)C(=O)OC(C)(C)C)CC)NC(=O)C=1C(N(C(=CC1)OC(C)C)C1=CC=C(C=C1)F)=O N-(3-fluoro-4-(1-ethyl-6-(1-Boc-pyrazol-4-yl)-1H-indazol-5-yloxy)phenyl)-6-isopropoxy-2-oxo-1-(4-fluorophenyl)-1,2-dihydropyridine-3-carboxamide